O1CC(C1)N1N=CC(=C1)C=1C=C(CN2CCC3(CC2)COC2=C4CN(C(C4=CC=C23)=O)[C@@H]2C(NC(CC2)=O)=O)C=CC1 (S)-3-(1'-(3-(1-(oxetan-3-yl)-1H-pyrazol-4-yl)benzyl)-6-oxo-6,8-dihydro-2H,7H-spiro[furo[2,3-e]isoindole-3,4'-piperidin]-7-yl)piperidine-2,6-dione